(1S,2S,5R)-1-(3-boronopropyl)-6-thia-3-azabicyclo[3.2.0]heptane-2-carboxylic acid B(O)(O)CCC[C@]12[C@H](NC[C@@H]2SC1)C(=O)O